methoxy(dimethyl)-octadecylsilane CO[Si](CCCCCCCCCCCCCCCCCC)(C)C